(1-(4-chloro-3-fluorophenyl)-3,3-dimethyl-2,3-dihydro-1H-pyrrolo[3,2-b]pyridin-5-yl)(3,3-dimethylmorpholino)methanone methyl-4'-((phenoxycarbonyl)amino)-[1,1'-biphenyl]-3-carboxylate COC(=O)C=1C=C(C=CC1)C1=CC=C(C=C1)NC(=O)OC1=CC=CC=C1.ClC1=C(C=C(C=C1)N1CC(C2=NC(=CC=C21)C(=O)N2C(COCC2)(C)C)(C)C)F